N-[1-[(2,4-dichlorophenyl)methyl]indazol-3-yl]-2,6-difluoro-benzamide ClC1=C(C=CC(=C1)Cl)CN1N=C(C2=CC=CC=C12)NC(C1=C(C=CC=C1F)F)=O